2-chloro-N,N-dimethyl-4-((R)-1-(1-((R)-3,3,3-trifluoro-2-hydroxy-2-phenylpropanoyl)piperidin-4-yl)pyrrolidin-3-ylamino)benzamide ClC1=C(C(=O)N(C)C)C=CC(=C1)N[C@H]1CN(CC1)C1CCN(CC1)C([C@@](C(F)(F)F)(C1=CC=CC=C1)O)=O